3,7,11,15-tetramethyl-2-hexadecene CC(=CC)CCCC(CCCC(CCCC(C)C)C)C